1-Vinyl acetate C(C)(=O)OC=C